(2R,3S,5R)-3-(3,4-difluoro-2-methoxyphenyl)-N-(1-hydroxy-3,4-dihydro-1H-benzo[c][1,2]oxaborin-7-yl)-5-methyl-5-(trifluoromethyl)tetrahydrothiophene-2-carboxamide FC=1C(=C(C=CC1F)[C@H]1[C@@H](S[C@](C1)(C(F)(F)F)C)C(=O)NC=1C=CC2=C(B(OCC2)O)C1)OC